C(C)(C)(C)OC(=O)N1CCC(CC1)C1=CN(C2=C1N=CN=C2)C2=C(C(=O)O)C=C(C=C2)F 2-(7-(1-(tert-butoxycarbonyl)piperidin-4-yl)-5H-pyrrolo[3,2-d]pyrimidin-5-yl)-5-fluorobenzoic acid